2-(5-fluoro-3-pyridinyl)pyrazolo[1,5-a][1,3,5]Triazin-4-ol FC=1C=C(C=NC1)C1=NC=2N(C(=N1)O)N=CC2